N=1N(N=NC1)CCN 2-(2H-tetrazol-2-yl)ethan-1-amine